N(=[N+]=[N-])C(COC=1C=NON1)N=[N+]=[N-] 4-diazidoethoxyfurazan